CN(C)CCCCNCCCCN(C)C bis[4-(N,N-dimethylamino)butyl]amine